OC1=C(C(=O)N2CC3=CC(=CC=C3CC2)N(C(\C=C\CN(C)C)=O)C)C(=CC(=C1)O)C (E)-N-(2-(2,4-Dihydroxy-6-methylbenzoyl)-1,2,3,4-tetrahydroisoquinolin-7-yl)-4-(dimethylamino)-N-methylbut-2-enamide